{6-[bis(t-butoxycarbonyl)amino]-5-methoxypyrazin-2-yl}azetidine-1-carboxylic acid tert-butyl ester C(C)(C)(C)OC(=O)N1C(CC1)C1=NC(=C(N=C1)OC)N(C(=O)OC(C)(C)C)C(=O)OC(C)(C)C